Cl.Cl.Cl dihydrochloride Hydrochloride